4-(4-fluoro-3-methylphenyl)-5-(quinoxalin-6-yl)thiazol-2-amine FC1=C(C=C(C=C1)C=1N=C(SC1C=1C=C2N=CC=NC2=CC1)N)C